2-(3-Cyclopropyl-2-methoxyphenoxy)-N-methyl-N-(4,5,6,7-tetrahydrobenzo[d]thiazol-2-yl)acetamide C1(CC1)C=1C(=C(OCC(=O)N(C=2SC3=C(N2)CCCC3)C)C=CC1)OC